4-(5-amino-2-methyl-4-oxo-1,7-naphthyridin-1(4H)-yl)-3,5-dichlorobenzonitrile NC1=C2C(C=C(N(C2=CN=C1)C1=C(C=C(C#N)C=C1Cl)Cl)C)=O